copper tetra(2-thienyl)porphyrin S1C(=CC=C1)C1=C2C=CC(C(=C3C=CC(=C(C=4C=CC(=C(C5=CC=C1N5)C=5SC=CC5)N4)C=4SC=CC4)N3)C=3SC=CC3)=N2.[Cu]